2-((2-chloro-5,6,7,8-tetrahydropyrido[4,3-d]pyrimidin-4-yl)amino)-1-fluoro-8,9,10,11-tetrahydro-5H-pyrido[3',4':4,5]pyrrolo[2,3-f]isoquinolin-7(6H)-one ClC=1N=C(C2=C(N1)CCNC2)NC=2N=CC=1CCC3=C(C1C2F)NC2=C3C(NCC2)=O